C(C)S(=O)(O)O.C(\C=C\C)(=O)OCC ethyl crotonate (ethyl sulfite)